C(C(C)C)OCCOCCO Diethylenglycol monoisobutyl ether